2,6-di-t-butyl-p-hydroxytoluene C(C)(C)(C)C1=C(C)C(=CC(=C1)O)C(C)(C)C